(1,5,6,7-tetrahydro-s-indacenyl)(3-(trimethylsilyl)methyl-cyclopentadienyl)hafnium C1(C=CC2=CC=3CCCC3C=C12)[Hf]C1C=C(C=C1)C[Si](C)(C)C